tert-Butyl 3-(7-(thiazol-2-yl)benzo[d]oxazol-2-yl)-3,6-diazabicyclo[3.1.1]heptane-6-carboxylate S1C(=NC=C1)C1=CC=CC=2N=C(OC21)N2CC1N(C(C2)C1)C(=O)OC(C)(C)C